CN(CCS)CCCCCCCCC\C=C/CCCCCCCC (Z)-2-(methyl(nonadec-10-en-1-yl)amino)ethane-1-thiol